(S)-2-amino-9-(3-(benzyloxy)-2-(hydroxymethyl)propyl)-1,9-dihydro-6H-purin-6-one NC=1NC(C=2N=CN(C2N1)C[C@H](COCC1=CC=CC=C1)CO)=O